BrC=1C=C2C(=NC1C(CC1=CC(=CC(=C1)F)F)NC(OC(C)(C)C)=O)N=C(S2)C tert-butyl (1-(6-bromo-2-methylthiazolo[4,5-b]pyridin-5-yl)-2-(3,5-difluorophenyl)ethyl)carbamate